ethyl 3-((1S,2S)-2-(difluoromethyl) cyclopropyl)-3-oxopropanoate FC([C@@H]1[C@H](C1)C(CC(=O)OCC)=O)F